COC1=CC=C(C=C1)N1N=C(C=C(C1=O)C(=O)C1C(CCCC1=O)=O)C 2-[2-(4-methoxyphenyl)-6-methyl-3-oxo-pyridazine-4-carbonyl]cyclohexane-1,3-dione